NC1=NC=CC=C1C1=NC=2C(=NC(=CC2)C2=CC=CC=C2)N1C1=CC=C(C=C1)C1CN(C1)[C@@H](C(C)C)[C@@H]1CC[C@H](CC1)C(=O)O trans-4-[(1S)-1-[3-[4-[2-(2-amino-3-pyridyl)-5-phenyl-imidazo[4,5-b]pyridin-3-yl]phenyl]azetidin-1-yl]-2-methyl-propyl]cyclohexanecarboxylic acid